N1CC(C1)OCCCCO 4-(azetidin-3-yloxy)butan-1-ol